N-[2-(dimethylamino)ethyl]-3-[1-(4-fluorophenyl)-5-(4-phenoxyphenyl)pyrrol-2-yl]benzamide hydrochloride Cl.CN(CCNC(C1=CC(=CC=C1)C=1N(C(=CC1)C1=CC=C(C=C1)OC1=CC=CC=C1)C1=CC=C(C=C1)F)=O)C